(4,4,9,9-tetrahexadecyl-4,9-dihydro-s-indaceno[1,2-b:5,6-b']dithiophene-2,7-diyl)bis(trimethylstannane) C(CCCCCCCCCCCCCCC)C1(C2=CC3=C(C(C4=C3SC(=C4)[Sn](C)(C)C)(CCCCCCCCCCCCCCCC)CCCCCCCCCCCCCCCC)C=C2C=2SC(=CC21)[Sn](C)(C)C)CCCCCCCCCCCCCCCC